BrC(C=O)C1CN(CCO1)C(=O)OC(C)(C)C tert-butyl 2-(1-bromo-2-oxo-ethyl)morpholine-4-carboxylate